1-((5-(5-(difluoromethyl)-1,3,4-oxadiazole-2-yl)pyridine-2-yl)methyl)-6-fluoro-3-(1-methylazetidine-3-yl)-5-(pyridine-3-yl)-1,3-dihydro-2H-benzo[d]imidazole-2-one FC(C1=NN=C(O1)C=1C=CC(=NC1)CN1C(N(C2=C1C=C(C(=C2)C=2C=NC=CC2)F)C2CN(C2)C)=O)F